(l)-3-(2-benzyl-1,2,3,4-tetrahydroisoquinolin-5-yl)-3-(4-methoxyphenyl)benzenepropanoic acid ethyl ester C(C)OC(CCC=1CC(C=CC1)(C1=CC=C(C=C1)OC)C1=C2CCN(CC2=CC=C1)CC1=CC=CC=C1)=O